CS(=O)(=O)OCC12OCC(C1)(C2)C (4-methyl-2-oxabicyclo[2.1.1]hexan-1-yl)methyl methanesulfonate